2-(4-ethyl-1,2-dimethyl-1H-imidazole-5-carboxamido)-7-(3-hydroxypropoxy)-1H-benzo[d]Imidazole-5-carboxamide C(C)C=1N=C(N(C1C(=O)NC1=NC2=C(N1)C(=CC(=C2)C(=O)N)OCCCO)C)C